4-isopropylbenzyl (imino(4-(((S)-2-((2R,4S)-4-phenylpiperidine-2-carboxamido)propanamido)methyl)phenyl)methyl)carbamate N=C(C1=CC=C(C=C1)CNC([C@H](C)NC(=O)[C@@H]1NCC[C@@H](C1)C1=CC=CC=C1)=O)NC(OCC1=CC=C(C=C1)C(C)C)=O